Cl.C(C)C1(NCC=2C=CC(=NC2C1)C(=O)O)CC 7,7-diethyl-5,6,7,8-tetrahydro-1,6-naphthyridine-2-carboxylate hydrochloride